furan-diol O1C(=C(C=C1)O)O